C(CCCCC(C)C)OC(C=CC1=CC=C(C=C1)OC)=O p-methoxycinnamic acid isooctyl ester